C(C)OC(C(CC(=O)OCC)C(C)C(F)(F)F)=O (1-trifluoromethyl-ethyl)succinic acid diethyl ester